C1(CC1)C1(OCC=2C1=CC(=NC2)C(=O)OC)C methyl 1-cyclopropyl-1-methyl-1,3-dihydrofuro[3,4-d]pyridine-6-carboxylate